M-methyl-ethylbenzene methyl-(S)-2-(((benzyloxy)carbonyl)amino)-3-((S)-morpholin-2-yl)propanoate COC([C@H](C[C@H]1CNCCO1)NC(=O)OCC1=CC=CC=C1)=O.CC=1C=C(C=CC1)CC